C(C)OCCO β-Ethoxyethanol